(3R)-3-methoxypyrrolidine hydrochloride Cl.CO[C@H]1CNCC1